C(C)(C)(C)NC(CC1=NC(=C(C=C1)S(=O)(=O)CC)C1=CC=2N(C=C1)N=C(C2)C(F)(F)F)=O N-(tert-butyl)-2-(5-(ethylsulfonyl)-6-(2-(trifluoromethyl)pyrazolo[1,5-a]pyridin-5-yl)pyridin-2-yl)acetamide